C(#CC=1C=C(C(C(=O)O)=CC1)C(=O)O)C=1C=C(C(C(=O)O)=CC1)C(=O)O 4,4'-(acetylene-1,2-diyl)diphthalic acid